COC(C1=C(C=C(C=C1C)Br)OCC1(CC1)NC(=O)OC(C)(C)C)=O 4-bromo-2-((1-((tert-butoxycarbonyl)amino)cyclopropyl)methoxy)-6-methylbenzoic acid methyl ester